pipecolyl-arginine N1C(CCCC1)C(=O)N[C@@H](CCCNC(N)=N)C(=O)O